NC=1C=C2C(N(C(=NC2=CC1)C1CCCC1)CCOC)=O 6-amino-2-cyclopentyl-3-(2-methoxyethyl)quinazolin-4(3H)-one